O1CCN(CC1)CCOC1=CC=C(C=C1)N1N=NC(=C1)C1=CC=C(C=C1)NC(=O)NC=1SC=CN1 1-(4-(1-(4-(2-morpholinoethoxy)phenyl)-1H-1,2,3-triazol-4-yl)phenyl)-3-(thiazol-2-yl)urea